(R)-(3-Fluoropyridin-4-yl)(4-methyl-7-azabicyclo[2.2.1]heptan-1-yl)methanol FC=1C=NC=CC1[C@@H](O)C12CCC(CC1)(N2)C